N-(4-acetamidophenyl)-7-(3,4-dimethoxyphenyl)pyrazolo[1,5-a]pyrimidine C(C)(=O)NC1=CC=C(C=C1)N1CC=C2N1C(=CC=N2)C2=CC(=C(C=C2)OC)OC